[6-(2-fluorophenyl)-7aH-cyclopenta[b]pyridin-4-yl]trifluoromethanesulfonate FC1=C(C=CC=C1)C=1C=C2C(N=CC=C2OS(=O)(=O)C(F)(F)F)C1